2-ethyl-heptaldehyde C(C)C(C=O)CCCCC